C(C)(C)(C)C(C(=O)N)=C tertiary butylacrylamide